C1(CCC2=CC=CC3=CC=CC1=C23)=C(C#N)C#N 2-(2,3-Dihydro-1H-phenalen-1-ylidene)malononitrile